COC=1C=C(C=CC1OC)NC(=O)C1CCC(CC1)N1C(C2=CC=CC(=C2C1)C)=O (1s,4s)-N-(3,4-dimethoxyphenyl)-4-(4-methyl-1-oxoisoindolin-2-yl)cyclohexanecarboxamide